(3-chloro-5-((diphenylmethylene)amino)pyridin-2-yl)(3-hydroxyazetidin-1-yl)methanone ClC=1C(=NC=C(C1)N=C(C1=CC=CC=C1)C1=CC=CC=C1)C(=O)N1CC(C1)O